2-((R)-4-(2-(5-((6,7-difluoro-4-(methylsulfonyl)-1H-indol-5-yl)oxy)-2-fluorophenyl)-1H-imidazol-4-yl)-4-methylchroman-8-yl)cyclopentane-1-carboxylic acid FC1=C(C(=C2C=CNC2=C1F)S(=O)(=O)C)OC=1C=CC(=C(C1)C=1NC=C(N1)[C@@]1(CCOC2=C(C=CC=C12)C1C(CCC1)C(=O)O)C)F